diaminodiphenyl-N-phenylamine NC=1C(=C(C=CC1)N(C1=CC=CC=C1)C1=CC=CC=C1)N